2-((3-(4-pentylphenyl)-1,2,4-oxadiazol-5-yl)methyl)acrylic acid C(CCCC)C1=CC=C(C=C1)C1=NOC(=N1)CC(C(=O)O)=C